[Cu+2].OC=1C(=CC2=CC=CC=C2C1N=NC1=CC=CC=C1)C(=O)[O-].OC=1C(=CC2=CC=CC=C2C1N=NC1=CC=CC=C1)C(=O)[O-] bis[3-hydroxy-4-(phenylazo)-2-naphthalenecarboxylic acid]-copper salt